Cl.N=1C=NN2C1C=C(C=C2)CC2=C(C=C(C=C2)NC=2C1=C(N=CN2)C=CC(=N1)N1C2CNC(C1)C2)C N-(4-([1,2,4]triazolo[1,5-a]pyridin-7-ylmethyl)-3-methylphenyl)-6-(2,5-diazabicyclo[2.2.1]heptan-2-yl)pyrido[3,2-d]pyrimidin-4-amine hydrochloride